C(CCCCCCC\C=C/CCCCCCCC)(=O)N[C@@H](CC1=CC=C(C=C1)O)C(=O)O Oleoyl-Tyrosin